FC1(CCN(CCC1)C=1N=NC(=C(C1C(=O)NC1=CN=NC=C1)C)C(F)(F)F)F 3-(4,4-Difluoroazepan-1-yl)-5-methyl-N-(pyridazin-4-yl)-6-(trifluoromethyl)pyridazine-4-carboxamide